methyl-pyrimidin-2-amine CC1=NC(=NC=C1)N